methyl (Z)-1-(4-amino-2-fluoro-but-2-en-1-yl)-4-(2-methyl-5-((trifluoromethyl) sulfonyl) phenyl)-1H-benzo[d]imidazole-6-carboxylate hydrochloride Cl.NC\C=C(\CN1C=NC2=C1C=C(C=C2C2=C(C=CC(=C2)S(=O)(=O)C(F)(F)F)C)C(=O)OC)/F